OC1CCN(CC1)C=1OC2=C(N1)C=C(C=C2)NC(=O)C2=CC1=C(OCO1)C=C2 benzo[1,3]dioxole-5-carboxylic acid [2-(4-hydroxy-piperidin-1-yl)-benzooxazol-5-yl]-amide